[Br-].C(C)N1CC=C(C=C1)C N-ethyl-4-methylpyridine bromide